5-methylene-3-phenethyloxazolidin C=C1CN(CO1)CCC1=CC=CC=C1